6-(2-Methoxy-5-methylphenyl)-2-(pyrimidin-2-yl)-5,6,7,8-tetrahydrophthalazin-1(2H)-one COC1=C(C=C(C=C1)C)C1CC=2C=NN(C(C2CC1)=O)C1=NC=CC=N1